N-(2-fluorophenyl)-2-(6-methylpyridin-2-yl)-1H-imidazole-4-carboxamide FC1=C(C=CC=C1)NC(=O)C=1N=C(NC1)C1=NC(=CC=C1)C